ClC1=C(C=C(C=C1)C1(O)[C@H](OC(C)=O)[C@@H](OC(C)=O)[C@H](OC(C)=O)[C@H](O1)COC(C)=O)CC1=CC=C(C=C1)OC1COCC1 1-chloro-4-(2,3,4,6-tetra-O-acetyl-D-glucopyranos-1-yl)-2-(4-(S)-tetrahydrofuran-3-yloxy-benzyl)-benzene